CC1(C(C1)C(C)CC=C(C)C)COC1=CC=C(C=C1)O 4-((1-methyl-2-(5-methylhex-4-en-2-yl)cyclopropyl)methoxy)phenol